[Pd].C1(=CC=CC=C1)\C=C\C(\C=C\C1=CC=CC=C1)=O (1e,4e)-1,5-diphenylpentan-1,4-dien-3-one palladium